C(C)OC(=O)C=1C=NN(C1)CC1=CC=C(C=C1)OCC1(OCCO1)C(F)(F)F 1-[(4-{[2-(trifluoromethyl)-1,3-dioxolan-2-yl]methoxy}phenyl)methyl]-1H-pyrazole-4-carboxylic acid ethyl ester